C(C(=O)[O-])(=O)OC=CC(Cl)Cl dichloropropenyl oxalate